CC1=C(C(=CC=C1)C)C1=NC=2NS(C=3C=CC=C(C(N[C@@H](COC(=C1)N2)CC(C)(C)C)=O)C3)(=O)=O (11R)-6-(2,6-Dimethylphenyl)-11-(2,2-dimethylpropyl)-2,2-dioxo-9-oxa-2λ6-thia-3,5,12,19-tetrazatricyclo[12.3.1.14,8]nonadeca-1(18),4(19),5,7,14,16-hexaen-13-one